tert-butyl (6-(4-(2-chloro-10H-phenothiazine-10-carbonyl)phenoxy)hexyl)carbamate ClC1=CC=2N(C3=CC=CC=C3SC2C=C1)C(=O)C1=CC=C(OCCCCCCNC(OC(C)(C)C)=O)C=C1